BrC=1C=C(C(=NC1)C(=O)NCC(C(=O)OCC)(C)C)O ethyl 3-(5-bromo-3-hydroxypicolinamido)-2,2-dimethylpropanoate